C(C)(C)(C)OC(=O)N1CC(C1)C1=NC=C(C=C1)C(F)(F)F.NC1=CC=C(C=C1)CCC1=CC=C(C=C1)N 4,4'-diaminobibenzyl tert-butyl-3-(5-(trifluoromethyl)pyridin-2-yl)azetidin-1-carboxylate